6-(2-(5-Cyclopropyl-3-(2-(trifluoromethyl)phenyl)isoxazol-4-yl)-7-azaspiro[3.5]non-1-en-7-yl)-1-methyl-1H-indol C1(CC1)C1=C(C(=NO1)C1=C(C=CC=C1)C(F)(F)F)C1=CC2(C1)CCN(CC2)C2=CC=C1C=CN(C1=C2)C